FC1=CC=C(C=C1)N1C(C2=CC=CC=C2C1)=O (4-fluorophenyl)isoindolin-1-one